4-methoxybenzonitrile thianthrene salt C1=CC=CC=2SC3=CC=CC=C3SC12.COC1=CC=C(C#N)C=C1